(3R)-3-amino-N-[7-fluoro-2-[[2-[2-oxo-3-(3-oxo-4H-pyrazino[2,3-b][1,4]oxazin-6-yl)oxazolidin-5-yl]ethylamino]methyl]indan-5-yl]tetrahydrofuran-3-carboxamide N[C@]1(COCC1)C(=O)NC=1C=C2CC(CC2=C(C1)F)CNCCC1CN(C(O1)=O)C1=NC2=C(OCC(N2)=O)N=C1